O1C(CCC=C1)CN1CCC(CC1)C(=O)N ((3,4-dihydro-2H-pyran-2-yl)methyl)piperidine-4-carboxamide